P-(2-methylphenyl)-P-phenylphosphinic acid CC1=C(C=CC=C1)P(O)(=O)C1=CC=CC=C1